C1(=CC=CC=C1)C(=O)C1=CC=CC=C1 (phenyl-carbonyl)benzene